N-[6-(2-Hydroxypropan-2-yl)pyridin-3-yl]-2-[4-([1,2,4]triazolo[1,5-a]pyridin-7-yl)phenyl]acetamide OC(C)(C)C1=CC=C(C=N1)NC(CC1=CC=C(C=C1)C1=CC=2N(C=C1)N=CN2)=O